COC=1C=C(C=NC1O[C@H]1CN(CC1)C)N (R)-5-methoxy-6-((1-methylpyrrolidin-3-yl)oxy)pyridin-3-amine